4-(3-Chloro-2-fluorophenyl)-5-fluoro-2-(3-fluoropyridin-2-yl)-4-methyl-6-{[(3R)-1-(1-methylpiperidine-4-carbonyl)pyrrolidin-3-yl]amino}-3,4-dihydro-2,7-naphthyridin-1(2H)-one ClC=1C(=C(C=CC1)C1(CN(C(C2=CN=C(C(=C12)F)N[C@H]1CN(CC1)C(=O)C1CCN(CC1)C)=O)C1=NC=CC=C1F)C)F